C(C)(C)(C)C1=NOC(=N1)C(N1C[C@@H](N(C[C@H]1C)C=1C2=C(N(C(N1)=O)C)C=CC(=N2)C#N)C)C2=CC=C(C=C2)F 4-((2S,5R)-4-((3-(tert-butyl)-1,2,4-oxadiazol-5-yl)(4-fluorophenyl)methyl)-2,5-dimethylpiperazin-1-yl)-1-methyl-2-oxo-1,2-dihydropyrido[3,2-d]pyrimidine-6-carbonitrile